CN1C=CC2=CC(=CC=C12)B1OC(C)(C)C(C)(C)O1 1-Methylindole-5-boronic acid pinacol ester